CC1=CC(NC(N1[C@H]1[C@H](O)[C@H](O)[C@@H](CO)O1)=S)=O 6-Methyl-2-thiouridin